methyl (S)-3-(5-(3-(5-(2-(hydroxymethyl)azetidin-1-yl)pyrazolo[1,5-a]pyridine-3-carboxamido)-4-methylphenyl)-2H-tetrazol-2-yl)azetidine-1-carboxylate OC[C@H]1N(CC1)C1=CC=2N(C=C1)N=CC2C(=O)NC=2C=C(C=CC2C)C=2N=NN(N2)C2CN(C2)C(=O)OC